BrC=1C(=C(C=C(C1OC)OC)C=CC(C)=O)CC1=C(C(=C(C(=C1)OC)OC)Br)Br 4-(3-bromo-2-(2,3-dibromo-4,5-dimethoxybenzyl)-4,5-dimethoxyphenyl)buten-2-one